CC=1C(=NC(=NC1)NC1CCOCC1)N1C=NC(=C1)C(=O)NCC=1SC=CN1 1-(5-methyl-2-((tetrahydro-2H-pyran-4-yl)amino)-pyrimidin-4-yl)-N-(thiazol-2-ylmethyl)-1H-imidazole-4-carboxamide